FC(CCC[C@@H](C(C=1SC=CN1)O)NC(OC(C)(C)C)=O)(F)F tert-butyl N-[(1S)-5,5,5-trifluoro-1-[hydroxy(thiazol-2-yl)methyl]pentyl]carbamate